FC1=C(C#N)C=CC(=C1)O[C@H]1CN(C[C@]1(CO)O)S(=O)(=O)C1=C(C=CC=C1)I 2-fluoro-4-(((3S,4R)-4-hydroxy-4-(hydroxymethyl)-1-((2-iodophenyl)sulfonyl)pyrrolidin-3-yl)oxy)benzonitrile